cis-γ-bisabolene CC1=CC/C(=C(/C)\CCC=C(C)C)/CC1